methylene-N-methylmethanamine hexafluorophosphate F[P-](F)(F)(F)(F)F.C=CNC